ClC=1C=C2C[C@H](CC2=CC1)NC(OC(C)(C)C)=O tert-Butyl (S)-(5-chloro-2,3-dihydro-1H-inden-2-yl)carbamate